1-(6-Chloro-3-(4-(cyclopropylsulfonyl)piperazine-1-carbonyl)quinolin-4-yl)-4-methylpiperidine-4-carbonitrile ClC=1C=C2C(=C(C=NC2=CC1)C(=O)N1CCN(CC1)S(=O)(=O)C1CC1)N1CCC(CC1)(C#N)C